8-bromo-2,3-dihydropyrido(4,3-b)(1,4)oxazine-4-carboxylic acid tert-butyl ester C(C)(C)(C)OC(=O)N1C2=C(OCC1)C(=CN=C2)Br